NCCC(O)C1=C(C=CC=C1)OC 3-amino-1-(2-methoxyphenyl)propan-1-ol